C([S-])([S-])([S-])[S-] tetrathio-orthocarbonate